O1COC2=NC=C(C=C21)C(CC(=O)O)N2N=CC1=CC(=CC=C21)OCCC2=NC=1NCCCC1C=C2 3-([1,3]Dioxolo[4,5-b]pyridin-6-yl)-3-(5-(2-(5,6,7,8-tetrahydro-1,8-naphthyridin-2-yl)ethoxy)-1H-indazol-1-yl)propanoic acid